(2-Chloro-4-fluoro-phenyl)-[(3S)-4-[3-chloro-2-(methoxymethoxy)phenyl]-3-methyl-piperazin-1-yl]methanone ClC1=C(C=CC(=C1)F)C(=O)N1C[C@@H](N(CC1)C1=C(C(=CC=C1)Cl)OCOC)C